(3aR,5s,6aS)-2-((tetrahydro-2H-pyran-4-yl)methyl)-N-(4-(trifluoromethyl)-6-(1,3,5-trimethyl-1H-pyrazol-4-yl)pyridazin-3-yl)octahydro-cyclopenta[c]pyrrol-5-amine O1CCC(CC1)CN1C[C@@H]2[C@H](C1)CC(C2)NC=2N=NC(=CC2C(F)(F)F)C=2C(=NN(C2C)C)C